ClP(N(C(C)C)C(C)C)OCCC#N chloro-2-cyanoethoxy-N,N-diisopropylaminophosphine